1,2,4,5-Benzenetetramine, hydrochloride Cl.C=1(C(=CC(=C(C1)N)N)N)N